C(C)(C)OC(=O)N1C(CN(CC1)CC1=C(C(=CC(=C1)C)NC=1OC(=NN1)[C@@H](C)NC(=O)OC(C)(C)C)C)C 4-[[3-[[5-[(1R)-1-(tert-butoxycarbonylamino)ethyl]-1,3,4-oxadiazol-2-yl]amino]-2,5-dimethyl-phenyl]methyl]-2-methyl-piperazine-1-carboxylic acid isopropyl ester